FC(CN1C=NC2=C1C=C(C=C2F)C=2C(=CN1N=C(N=C(C12)OC([2H])([2H])[2H])NC1CCC(CC1)(O)C)F)F (1r,4r)-4-((5-(1-(2,2-difluoroethyl)-4-fluoro-1H-benzo[d]imidazol-6-yl)-6-fluoro-4-(methoxy-d3)pyrrolo[2,1-f][1,2,4]triazin-2-yl)amino)-1-methylcyclohexan-1-ol